BrC=1C2=C(SC1C(F)(F)P(OCC)(O)=O)C(=CC(=C2)C2=NN(C=N2)CC2=CC=C(C=C2)OC)OCCCS(N)(=O)=O ethyl hydrogen ((3-bromo-5-(1-(4-methoxybenzyl)-1H-1,2,4-triazol-3-yl)-7-(3-sulfamoylpropoxy)benzo[b]thiophen-2-yl)difluoromethyl)phosphonate